N-[2-(2,2-dimethylpyrrolidin-1-yl)ethyl]-6-[3-(5-fluoro-6-methyl-2-pyridyl)-1H-pyrazol-4-yl]-1,5-naphthyridin-3-amine CC1(N(CCC1)CCNC=1C=NC2=CC=C(N=C2C1)C=1C(=NNC1)C1=NC(=C(C=C1)F)C)C